tert-butyl (2R,3S,4S)-4-[(tert-butoxycarbonyl)oxy]-3-[(2-{[(9H-fluoren-9-ylmethoxy)carbonyl]amino}acetyl)oxy]-2-[(4-methoxyphenyl)methyl]pyrrolidine-1-carboxylate C(C)(C)(C)OC(=O)O[C@@H]1[C@H]([C@H](N(C1)C(=O)OC(C)(C)C)CC1=CC=C(C=C1)OC)OC(CNC(=O)OCC1C2=CC=CC=C2C=2C=CC=CC12)=O